NC=1SC(=CN1)[C@@H]1CCN(C2(CC2)C1)C(=O)OC(C)(C)C |r| racemic-tert-butyl 7-(2-aminothiazol-5-yl)-4-azaspiro[2.5]octane-4-carboxylate